3-(Methylsulfonyl)benzoyl-hydrazine CS(=O)(=O)C=1C=C(C(=O)NN)C=CC1